FC(S(=O)(=O)[N-]S(=O)(=O)C(F)(F)F)(F)F.C(CCC)N1CN(C=C1)C 1-butyl-3-methylimidazole bis(trifluoromethylsulfonyl)-amide salt